The molecule is a triterpenoid saponin that is composed of soyasapogenol B having an alpha-L-rhamnopyranosyl-(1->2)-beta-D-galactopyranosyl-(1->2)-beta-D-glucopyranosiduronic acid moiety attached at the 3-position via a glycosidic linkage. It has a role as a sialyltransferase inhibitor. It is a pentacyclic triterpenoid, a triterpenoid saponin, a trisaccharide derivative and a carbohydrate acid derivative. It derives from a soyasapogenol B. It is a conjugate acid of a soyasaponin I(1-). C[C@H]1[C@@H]([C@H]([C@H]([C@@H](O1)O[C@@H]2[C@H]([C@H]([C@H](O[C@H]2O[C@@H]3[C@H]([C@@H]([C@H](O[C@H]3O[C@H]4CC[C@]5([C@H]([C@@]4(C)CO)CC[C@@]6([C@@H]5CC=C7[C@]6(CC[C@@]8([C@H]7CC(C[C@H]8O)(C)C)C)C)C)C)C(=O)O)O)O)CO)O)O)O)O)O